ClC=1C(=C(C#N)C=CC1)N1N=CC=2C=NC(=CC21)NC2=NC=NC(=C2)C2CCOCC2 3-chloro-2-(6-((6-(tetrahydro-2H-pyran-4-yl)pyrimidin-4-yl)amino)-1H-pyrazolo[4,3-c]pyridin-1-yl)benzonitrile